C(C(C)C)C1=CCC(C(C1)C)CCC(=O)O 3-(4-isobutyl-6-methylcyclohex-3-en-1-yl)propanoic acid